3-(3,6-dihydro-2H-pyran-4-yl)aniline O1CCC(=CC1)C=1C=C(N)C=CC1